[2-[[tert-butyl(dimethyl)silyl]oxymethyl]-5-chlorophenyl]methanone [Si](C)(C)(C(C)(C)C)OCC1=C(C=C(C=C1)Cl)C=O